1,8-dihydroanthraquinone C1=CC2=C(C(=C1)O)C(=O)C3=C(C2=O)C=CC=C3O